(2S,4S)-tert-butyl 4-(2-(6-hydroxy-2,7-dimethyl-2H-indazol-5-yl)-5-oxopyrido[4,3-d]pyrimidin-6(5H)-yl)-2-methylpiperidine-1-carboxylate OC=1C(=CC2=CN(N=C2C1C)C)C=1N=CC2=C(N1)C=CN(C2=O)[C@@H]2C[C@@H](N(CC2)C(=O)OC(C)(C)C)C